FC=1NC2=C(N1)C=CC=C2F 2,4-difluorobenzimidazole